(S)-N-(1-cyclohexyl-2-((4-(5-(hydroxymethyl)-2-methylpyridin-3-yl)phenyl)amino)-2-oxoethyl)-1-methyl-1H-pyrazole-5-carboxamide C1(CCCCC1)[C@@H](C(=O)NC1=CC=C(C=C1)C=1C(=NC=C(C1)CO)C)NC(=O)C1=CC=NN1C